O=C1N(CCC(N1)=O)C1=CN=C2N1C=CC=C2C2CCN(CC2)CC2CC(C2)N2N=C1C=CC(=CC1=C2)NC(=O)C2=NC(=CC=C2)C(F)(F)F N-[2-[3-[[4-[3-(2,4-dioxohexahydropyrimidin-1-yl)imidazo[1,2-a]pyridin-8-yl]-1-piperidyl]methyl]cyclobutyl]indazol-5-yl]-6-(trifluoromethyl)pyridine-2-carboxamide